NCCCC(C(=O)O)NC(C)C(=O)O Octopinic acid